5,6-bis(bromomethyl)isoindolin-1-one BrCC=1C=C2CNC(C2=CC1CBr)=O